4-((4-hydroxy-3-methoxybenzyl)amino)-2-((1-methyl-1H-pyrazol-4-yl)amino)pyrimidin-5-carboxamide OC1=C(C=C(CNC2=NC(=NC=C2C(=O)N)NC=2C=NN(C2)C)C=C1)OC